ClCC=1OC2=CC=CC=C2C(C1)=O 2-(Chloromethyl)-4H-chromen-4-on